[(2S,6R)-6-(3-benzoyl-2,4-dioxo-pyrimidin-1-yl)-4-isopropyl-2-(triisopropylsilyloxy-methyl)morpholin-2-yl]methyl benzoate C(C1=CC=CC=C1)(=O)OC[C@@]1(CN(C[C@@H](O1)N1C(N(C(C=C1)=O)C(C1=CC=CC=C1)=O)=O)C(C)C)CO[Si](C(C)C)(C(C)C)C(C)C